3-(3,5-dichloro-4-hydroxybenzoyl)-1,1-dioxo-2,3-dihydro-1,3-benzothiazol ClC=1C=C(C(=O)N2CS(C3=C2C=CC=C3)(=O)=O)C=C(C1O)Cl